(S)-2-allyl-6-((4-((2-hydroxy-1-phenylethyl)amino)-5-(3-(pyridin-2-yl)-1,2,4-oxadiazol-5-yl)pyridin-2-yl)amino)-1-isopropyl-1,2-dihydro-3H-pyrazolo[3,4-b]pyridin-3-one C(C=C)N1N(C2=NC(=CC=C2C1=O)NC1=NC=C(C(=C1)N[C@H](CO)C1=CC=CC=C1)C1=NC(=NO1)C1=NC=CC=C1)C(C)C